C(C)(=O)N=S(=O)(N1CCN(CC1)C1=NC(=CC(=N1)Cl)C#N)C1=CC=C(C=C1)NC(C1=C(C=CC=C1)N(S(=O)(=O)C)C)=O N-(4-(N-acetyl-4-(4-chloro-6-cyanopyrimidin-2-yl)piperazine-1-sulfonimidoyl)phenyl)-2-(N-methylmethylsulfonamido)benzamide